tert-Butyl-4-Hydroxybenzoat C(C)(C)(C)OC(C1=CC=C(C=C1)O)=O